ClC=1C=C(C=C2C(NC(C12)=O)(C)C)C(C(C)C(C(=O)OCC)C(=O)OCC)=O 1,3-diethyl 2-[1-(7-chloro-3,3-dimethyl-1-oxo-2,3-dihydro-1H-isoindol-5-yl)-1-oxopropan-2-yl]propanedioate